ClC1=C2C(=NC=C1C1=CNC3=C(C=CC=C13)N1C(CN(CC1)C)=O)NC[C@@]21C[C@@H](CC1)C(=O)N (1S,3R)-4'-Chloro-5'-(7-(4-methyl-2-oxopiperazin-1-yl)-1H-indol-3-yl)-1',2'-dihydrospiro[cyclopentane-1,3'-pyrrolo[2,3-b]pyridine]-3-carboxamide